OC=1C=C2C(C=C(OC2=CC1)C1=CC(=CC=C1)OC1=CC=CC=C1)=O 6-hydroxy-2-(3-phenoxyphenyl)-4H-chromen-4-one